N=1N(N=C2C1C=CC=C2)C=N (2H-benzo[d][1,2,3]triazol-2-yl)methanimine